C12C(C3CC(CC(C1)C3)C2)NC(CN2C(C(=CC=C2)NC([C@H](CC/C=C/C(=O)OC)NC(=O)C=2N=NC=CC2)=O)=O)=O (S,E)-methyl 7-(1-(2-(2-adamantylamino)-2-oxoethyl)-2-oxo-1,2-dihydropyridin-3-ylamino)-7-oxo-6-(pyridazine-3-carboxamido)hept-2-enoate